5-((1R,2S,5S)-2-(2-Chloro-3-fluorophenyl)-6,6-difluoro-3-azabicyclo[3.1.0]hexan-3-yl)-N-((R,E)-4-(cyclopropylsulfonyl)but-3-en-2-yl)pyrimidine-2-carboxamide ClC1=C(C=CC=C1F)[C@@H]1[C@@H]2C([C@@H]2CN1C=1C=NC(=NC1)C(=O)N[C@H](C)\C=C\S(=O)(=O)C1CC1)(F)F